CC=1C(NC2=CC(=CN=C2C1)CN1CCN(CC1)C=1C=CC=2N(C1)N=C(N2)C)=O 3-methyl-7-((4-(2-methyl-[1,2,4]triazolo[1,5-a]pyridin-6-yl)piperazin-1-yl)methyl)-1,5-naphthyridin-2(1H)-one